F[C@@H]1[C@H](CNCC1)NC1=NC(=CC=C1)C1=CN=C2N1C=CC(=C2)OC(C)C N-[(3S,4S)-4-fluoro-3-piperidyl]-6-(7-isopropoxyimidazo[1,2-a]pyridin-3-yl)pyridin-2-amine